1-(6-(7-fluoro-1,2,3,4-tetrahydroquinoline-1-carbonyl)spiro[3.3]heptan-2-yl)-3-(4-methoxybenzyl)urea FC1=CC=C2CCCN(C2=C1)C(=O)C1CC2(CC(C2)NC(=O)NCC2=CC=C(C=C2)OC)C1